2-ethyl-4,6-difluoro-1H-benzimidazol C(C)C1=NC2=C(N1)C=C(C=C2F)F